(1-cyano-2,2-diethyl-cyclopropyl)pyridine-3-carbonitrile C(#N)C1(C(C1)(CC)CC)C1=NC=CC=C1C#N